acrylate (glycidyl acrylate) C(C1CO1)C(C(=O)O)=C.C(C=C)(=O)O